((2S,5R)-5-amino-2-methylpiperidin-1-yl)(2-(1-(cyclopropylmethyl)-6-(2-morpholinopyridin-3-yl)-1H-pyrrolo[2,3-b]pyridin-2-yl)-7-methoxy-1-methyl-1H-benzo[d]imidazol-5-yl)methanone N[C@@H]1CC[C@@H](N(C1)C(=O)C1=CC2=C(N(C(=N2)C2=CC=3C(=NC(=CC3)C=3C(=NC=CC3)N3CCOCC3)N2CC2CC2)C)C(=C1)OC)C